FC=1C=C(C=CC1)C=1C=CC=C2C=NC(=NC12)NC1=CC=C(C=C1)N1CCOCC1 8-(3-fluorophenyl)-N-(4-morpholinylphenyl)quinazolin-2-amine